(2S,5R)-2-(N-(4-cyanobenzoyl) carbamimidoyl)-7-oxo-1,6-diazabicyclo[3.2.1]octan-6-yl hydrogen sulfate S(=O)(=O)(ON1[C@@H]2CC[C@H](N(C1=O)C2)C(NC(C2=CC=C(C=C2)C#N)=O)=N)O